Methyl (1S,3S,4R)-3-((tert-butoxycarbonyl)amino)-4-(trifluoromethyl)cyclopentane-1-carboxylate C(C)(C)(C)OC(=O)N[C@H]1C[C@H](C[C@H]1C(F)(F)F)C(=O)OC